O=C1NC(CCC1N1C(C2=CC=CC(=C2C1=O)NCC=1C=NN(C1)C1CCN(CC1)C(COC(C)C)=O)=O)=O 2-(2,6-dioxopiperidin-3-yl)-4-(((1-(1-(2-isopropoxyacetyl)piperidin-4-yl)-1H-pyrazol-4-yl)methyl)amino)-isoindoline-1,3-dione